FC1=C(C=C2CN(CC(C2=O)C=2C=NC=CC2)S(=O)(=O)C2=CC=C(C=C2)C)C=CC=C1 3-(2-fluorobenzylidene)-5-(3-pyridyl)-N-(4-methylbenzenesulfonyl)-4-piperidone